The molecule is a C4-dicarboxylate resulting from the removal of a proton from both carboxylic acid groups of methylmalonic acid. It has a role as a human metabolite. It derives from a malonate(2-). It is a conjugate base of a methylmalonate(1-). CC(C(=O)[O-])C(=O)[O-]